2-(2-iodoethoxy)ethanol ICCOCCO